ClC=1C=C(C(=O)NC=2N=CSC2C(=O)NCC2=C(C=CC=C2)F)C=C(C1O)F 4-(3-chloro-5-fluoro-4-hydroxybenzamido)-N-(2-fluorobenzyl)thiazole-5-carboxamide